C[C@@H]1O[C@@H](CC(C1)NCC=1C=C2C=CC(=NC2=CC1)C)C |r| (2SR,6RS)-2,6-dimethyl-N-((2-methylquinolin-6-yl)methyl)tetrahydro-2H-pyran-4-amine